N1(CCC1)CC1(CC1)NC(=O)C1(CCC2=CC=CC=C12)C N-(1-(azetidin-1-ylmethyl)cyclopropyl)-1-methyl-2,3-dihydro-1H-indene-1-carboxamide